BrC(CCONC1=CC=CC=C1)CCCCCCCCC 3-bromododecyloxyaniline